1,2,4-dioxazole O1OCN=C1